methyl 2-(1-amino-3-methyl-cyclohexyl)acetate NC1(CC(CCC1)C)CC(=O)OC